TRANS-(P)-1-(5-CHLORO-2-METHOXY-4-(3-(TRIFLUOROMETHYL)CYCLOBUTYL)PHENYL)-N-(OXAZOL-2-YL)-2-OXO-1,2-DIHYDROQUINOLINE-6-SULFONAMIDE ClC=1C(=CC(=C(C1)N1C(C=CC2=CC(=CC=C12)S(=O)(=O)NC=1OC=CN1)=O)OC)[C@@H]1C[C@H](C1)C(F)(F)F